[Ca+2].OC(CN1CCN(CCN(CCN(CC1)CC(=O)[O-])CC(=O)[O-])CC(=O)[O-])C.OC(CN1CCN(CCN(CCN(CC1)CC(=O)[O-])CC(=O)[O-])CC(=O)[O-])C.[Ca+2].[Ca+2] 10-(2-hydroxypropyl)-1,4,7,10-tetraazacyclododecane-1,4,7-triacetate calcium salt